ClC1=CC=C(C=N1)C(CN1C(C2=CC=CC=C2C1=O)=O)(F)F 2-[2-(6-Chloropyridin-3-yl)-2,2-difluoroethyl]isoindole-1,3-dione